C(=O)(OC(C)(C)C)N[C@@H](CO)C(=O)O Boc-(S)-serine